4-bromo-5-ethynyl-N1-methyl-2,7-naphthyridine-1,6-diamine BrC1=CN=C(C2=CN=C(C(=C12)C#C)N)NC